FC=1C=C(COC2=C(C=C(C=C2)/C=C/C(=O)NC2(CCCCC2)C(=O)O)OC)C=CC1F (E)-1-(3-(4-((3,4-difluorobenzyl)oxy)-3-methoxyphenyl)acrylamido)cyclohexane-1-carboxylic acid